FC1(C[C@@H](N(C1)C1CCN(CC1)C)C(=O)NC=1C=CC=C2C(=CNC12)C1=NC(=NC=C1C)NC=1C(=NN(C1)C)OC)F (R)-4,4-difluoro-N-(3-(2-((3-meth-oxy-1-methyl-1H-pyrazol-4-yl)amino)-5-methylpyrimidin-4-yl)-1H-indol-7-yl)-1-(1-methylpiperidin-4-yl)pyrrolidine-2-carboxamide